(2R,3S,5R)-5-(4-amino-2-chloro-7H-pyrrolo[2,3-d]pyrimidin-7-yl)-2-(((tert-butyldimethylsilyl)oxy)methyl)-2-ethynyltetrahydrofuran-3-yl isobutyrate C(C(C)C)(=O)O[C@@H]1[C@@](O[C@H](C1)N1C=CC2=C1N=C(N=C2N)Cl)(C#C)CO[Si](C)(C)C(C)(C)C